3-bromo-1-(4'-chloro-[1,1'-biphenyl]-4-yl)-1H-pyrazole-5-carbonyl chloride BrC1=NN(C(=C1)C(=O)Cl)C1=CC=C(C=C1)C1=CC=C(C=C1)Cl